5-(4-(1-((1-(3-aminopropYl)-3-(4-(trifluoromethoxy)phenyl)-1H-indol-5-yl)methyl)azetidin-3-yl)piperazin-1-yl)-2-{2,6-dioxopiperidin-3-yl}isoindoline-1,3-dione NCCCN1C=C(C2=CC(=CC=C12)CN1CC(C1)N1CCN(CC1)C=1C=C2C(N(C(C2=CC1)=O)C1C(NC(CC1)=O)=O)=O)C1=CC=C(C=C1)OC(F)(F)F